C(#N)C=1C(=NN2C1N=C(C=C2)N2C[C@@H](N(CC2)C(=O)OC(C)(C)C)C)C=2OC=CC2 Tert-butyl (2S)-4-[3-cyano-2-(2-furyl)pyrazolo[1,5-a]pyrimidin-5-yl]-2-methyl-piperazine-1-carboxylate